5-(4-(cyanomethoxy)-2,3-difluorophenyl)-1-methyl-N-(3-methyl-4-(4-(methylglycyl)piperazine-1-carbonyl)phenyl)-1H-imidazole-2-carboxamide 2,2,2-trifluoroacetate FC(C(=O)O)(F)F.C(#N)COC1=C(C(=C(C=C1)C1=CN=C(N1C)C(=O)NC1=CC(=C(C=C1)C(=O)N1CCN(CC1)C(CNC)=O)C)F)F